CC1(CN(CC1)C(=O)OC(C)(C)C)C1=CC=[N+](C=C1)C tert-butyl 3-methyl-3-(1-methylpyridin-1-ium-4-yl)pyrrolidine-1-carboxylate